C1(=CC=CC=C1)S(=O)(=O)N1C(=CC2=CC=C(C(=C12)F)Br)C=O 1-(phenylsulfonyl)-6-bromo-7-fluoro-indole-2-carbaldehyde